[Ga]1=CC=CC=C1 gallinin